FC1=CC2=C(N(C(CO2)=O)CC#C)C=C1N1C(N(CC1)CCC)=S 1-[7-fluoro-3-oxo-4-(prop-2-yn-1-yl)-3,4-dihydro-2H-1,4-benzoxazin-6-yl]-3-propyl-2-thioxoimidazolidine